4-[6-amino-5-(2,6-dichloro-benzyloxy)-pyridin-3-yl]-N-(2-diethylamino-ethyl)-benzamide NC1=C(C=C(C=N1)C1=CC=C(C(=O)NCCN(CC)CC)C=C1)OCC1=C(C=CC=C1Cl)Cl